tetramethyl-phosphine formate C(=O)O.CP(C)(C)C